N[C@@H]1CC[C@@H](N(C1)C(=O)C1=CC2=C(N(C(=N2)C2=CC=3C(=NC(=CC3)N3C(CCC3)=O)N2CC2CC2)C)C(=C1)OC)C 1-(2-(5-((2S,5R)-5-amino-2-methylpiperidine-1-carbonyl)-7-methoxy-1-methyl-1H-benzo[d]imidazol-2-yl)-1-(cyclopropylmethyl)-1H-pyrrolo[2,3-b]pyridin-6-yl)pyrrolidin-2-one